(di-sec-butylamino)chlorosilane C(C)(CC)N(C(C)CC)[SiH2]Cl